bis[2-(2-methoxyethoxy) ethyl] succinate C(CCC(=O)OCCOCCOC)(=O)OCCOCCOC